N=1OC(=C2C1C=CC=C2)C(=O)N2CC=1C(CC2)=C(N(N1)C)C1=CC=CC=C1 benzo[c]isoxazol-3-yl-(2-methyl-3-phenyl-2,4,5,7-tetrahydro-6H-pyrazolo[3,4-c]pyridin-6-yl)methanone